N-phenyl-3,6-diazabicyclo[3.1.1]heptane-6-carboxamide C1(=CC=CC=C1)NC(=O)N1C2CNCC1C2